potassium 2,4,6-trimethylbenzenesulfonate CC1=C(C(=CC(=C1)C)C)S(=O)(=O)[O-].[K+]